phenyl 2,4-dihydroxy-6-pentyl-benzenesulfonate OC1=C(C(=CC(=C1)O)CCCCC)S(=O)(=O)OC1=CC=CC=C1